C(=O)O.OC=1C(=CC2=CN(N=C2C1)C)NC(=O)N1CCC=2C1=NC=CC2N2CCNCC2 N-(6-hydroxy-2-methyl-2H-indazol-5-yl)-4-(piperazin-1-yl)-2,3-dihydro-1H-pyrrolo[2,3-b]pyridine-1-carboxamide formate